C(C1=CC=CC=C1)N1[C@@H](CN[C@H](C1)CC)CC (2r,5s)-1-benzyl-2,5-diethylpiperazine